NCC1=CC=C(COC=2C=CC3=C(C(=C(O3)C)C(=O)NC3CCN(CC3)C)C2)C=C1 5-((4-(aminomethyl)benzyl)oxy)-2-methyl-N-(1-methylpiperidin-4-yl)benzofuran-3-carboxamide